3,4-dichloro-benzyl-amine ClC=1C=C(CN)C=CC1Cl